ClC1=CC=C2C(=NN(C2=C1)C1=CC(=CC=C1)S(=O)(=O)C)C(C)N1N=C(C=C1)CC 1-(1-(6-Chloro-1-(3-(methylsulfonyl)phenyl)-1H-indazol-3-yl)ethyl)-3-ethyl-1H-pyrazole